CC=1C(N(C(C1C)=O)N(C(C)=O)C1=NC(=C(C=C1)C(F)(F)F)Cl)=O N-(3,4-dimethyl-2,5-dioxoazolinyl)-N-(6-chloro-5-(trifluoromethyl)(2-pyridyl))acetamide